4-methylenepyrrolidine-1,2-dicarboxylate C=C1CC(N(C1)C(=O)[O-])C(=O)[O-]